C1=CC=CC2=C1C=1C(=NC=3C=CC=CC3C1)O2 benzofuro[2,3-b]quinoline